2-(4,5-dichloro-1H-imidazol-1-yl)-1-phenylethane-1-one ClC=1N=CN(C1Cl)CC(=O)C1=CC=CC=C1